C(C)(C)(C)OC(=O)N1[C@@H]2CN(C(C1)C2)CC2=CC=C(C=C2)C2=CN(C(C(=C2)C)=O)C (S)-5-[4-(1,5-dimethyl-6-oxo-1,6-dihydro-pyridin-3-yl)-benzyl]-2,5-diaza-bicyclo[2.2.1]heptane-2-carboxylic acid tert-butyl ester